(E)-2-(2-(4-methoxystyryl)phenyl)acetonitrile COC1=CC=C(/C=C/C2=C(C=CC=C2)CC#N)C=C1